(5-fluorothiophen-2-yl)(1H-imidazol-1-yl)methanone FC1=CC=C(S1)C(=O)N1C=NC=C1